dimethyl 2-(4-bromo-5-ethyl-2-nitrophenyl)malonate BrC1=CC(=C(C=C1CC)C(C(=O)OC)C(=O)OC)[N+](=O)[O-]